C(C)C(CC)NC1=NC(=NC=C1C)N N4-(1-ethylpropyl)-5-methyl-pyrimidine-2,4-diamine